3-chloro-5-(1-hydroxy-2-{3-[(4-methanesulfonylphenoxy)methyl]-4-methylpyrrolidin-1-yl}ethyl)benzonitrile ClC=1C=C(C#N)C=C(C1)C(CN1CC(C(C1)C)COC1=CC=C(C=C1)S(=O)(=O)C)O